(S)-quinuclidin-3-yl (5-bromo-6-methoxy-2,2-dimethyl-2,3-dihydro-1H-inden-1-yl)carbamate BrC=1C=C2CC(C(C2=CC1OC)NC(O[C@@H]1CN2CCC1CC2)=O)(C)C